2-nitro-1,3-propanediol sodium salt [Na].[N+](=O)([O-])C(CO)CO